(4-chloro-1-(tetrahydro-2H-pyran-2-yl)-1H-indazol-5-yl)aminomethyl-3-nitrobenzamide ClC1=C2C=NN(C2=CC=C1NCC1=C(C(=O)N)C=CC=C1[N+](=O)[O-])C1OCCCC1